NC=1CC(=CC2=C(N1)N=C(C=C2)C2(CC2)C(NC=2C=NC=1CCNCC1C2)=O)C(=O)N(CCC)CCO 8-amino-N-(2-hydroxyethyl)-N-n-propyl-2-(1-((5,6,7,8-tetrahydro-1,6-naphthyridin-3-yl)carbamoyl)cyclopropyl)-7H-pyrido[2,3-b]azepine-6-carboxamide